C(CCCCCCCCC)(=O)OCCCN(CCCCCCCCCCCCCC)CCC1CCN(CC1)C(CN(CCCCCCCCC)CCN(CCCCCCCCC)CCCCCCCCC)=O 3-((2-(1-(N-(2-(dinonylamino)ethyl)-N-nonylglycyl)piperidin-4-yl)ethyl)(tetradecyl)amino)propyl decanoate